(Z)-5-((2-(4-(tert-Butyl)phenyl)pyridin-4-yl)methylene)-3-(2-morpholinoethyl)thiazolidine-2,4-dione C(C)(C)(C)C1=CC=C(C=C1)C1=NC=CC(=C1)\C=C/1\C(N(C(S1)=O)CCN1CCOCC1)=O